tert-Butyl (1-oxo-3-(1,3-benzodioxol-5-yl)propan-2-yl)carbamate O=CC(CC1=CC2=C(OCO2)C=C1)NC(OC(C)(C)C)=O